ethyl (2S,3S)-3-(S-tert-butylsulfonamido)-bicyclo[2.2.2]octane-2-carboxylate C(C)(C)(C)S(=O)(=O)N[C@@H]1[C@H](C2CCC1CC2)C(=O)OCC